N-(3,3-difluorocyclobutyl)-5-(2-(((1-fluorocyclohexyl)methyl)amino)-7H-pyrrolo[2,3-d]pyrimidin-5-yl)pyrazolo[1,5-a]pyridine-3-carboxamide FC1(CC(C1)NC(=O)C=1C=NN2C1C=C(C=C2)C2=CNC=1N=C(N=CC12)NCC1(CCCCC1)F)F